BrC=1C=CC(=NC1COCC)CN1C(=NC2(C1=O)CCCC2)CCCC 3-((5-bromo-6-(ethoxymethyl)pyridin-2-yl)methyl)-2-butyl-1,3-diazaspiro[4.4]non-1-en-4-one